4,4-difluoro-1-nitrosopiperidine-2-carboxylic acid FC1(CC(N(CC1)N=O)C(=O)O)F